FC1=NC=CC(=C1)C1=NC=CC(=N1)C(=O)N 2-(2-fluoroPyridin-4-yl)pyrimidine-4-carboxamide